2-((4-nitrophenylethyl)amino)-1-phenylethanol hydrochloride Cl.[N+](=O)([O-])C1=CC=C(C=C1)CCNCC(O)C1=CC=CC=C1